IC1=CN(C2=C(C=CC=C12)[N+](=O)[O-])S(=O)(=O)C1=CC=CC=C1 3-iodo-7-nitro-1-(phenylsulfonyl)-1H-indole